2-allyl-pyrrolidine-2-carboxylic acid methyl ester COC(=O)C1(NCCC1)CC=C